Tert-butyl (S)-4-(5-(((S)-1-((2-(4-acetylpiperazin-1-yl)quinolin-6-yl)methyl)pyrrolidin-3-yl)oxy)-1-oxoisoindolin-2-yl)-5-amino-5-oxopentanoate C(C)(=O)N1CCN(CC1)C1=NC2=CC=C(C=C2C=C1)CN1C[C@H](CC1)OC=1C=C2CN(C(C2=CC1)=O)[C@@H](CCC(=O)OC(C)(C)C)C(=O)N